ClC=1C=C(C=CC1Cl)CC(=O)NC=1C=CC2=C(S(C=C2)(=O)=O)C1 2-(3,4-Dichlorophenyl)-N-(1,1-dioxidobenzo[b]thiophen-6-yl)acetamide